C(\C=C\C(=O)OCC)(=O)OC(C)(C)C tert-Butyl ethyl fumarate